C(#N)C1=C(C=CC=C1)[C@H](CC)C=1C(=NN(C1)C)F (1S,2R)-1-(2-cyanophenyl)-1-(3-fluoro-1-methyl-1H-pyrazol-4-yl)propan